O1C(CCCC1)N1N=CC(=C1)C1=CC=C(C2=C1N=CS2)C2=CC=C(N=N2)N2CC1(CCN1C(=O)OC(C)(C)C)CC2 tert-butyl 6-(6-{4-[1-(oxan-2-yl)pyrazol-4-yl]-1,3-benzothiazol-7-yl}pyridazin-3-yl)-1,6-diazaspiro[3.4]octane-1-carboxylate